dichloro(1,10-phenanthroline) palladium(II) [Pd+2].ClC=1C(=NC2=C3N=CC=CC3=CC=C2C1)Cl